2-chloro-4-[4-[1-(3-methoxyphenyl)ethyl]piperazin-1-yl]-6-methyl-pyrimidine ClC1=NC(=CC(=N1)N1CCN(CC1)C(C)C1=CC(=CC=C1)OC)C